1-isobutyl-pentafluorophenyl alcohol C(C(C)C)C1(C(C(=C(C(=C1F)F)F)F)F)O